methyl 6-(5-(hydroxymethyl)-1-methyl-1H-1,2,3-triazol-4-yl)-2-methylnicotinate OCC1=C(N=NN1C)C1=NC(=C(C(=O)OC)C=C1)C